(1R,3R)-N-(8-amino-6-(5-amino-4-methylpyridin-3-yl)-7-fluoroisoquinolin-3-yl)-2,2-dimethyl-3-(1-methyl-1H-pyrazol-4-yl)cyclopropane-1-carboxamide NC=1C(=C(C=C2C=C(N=CC12)NC(=O)[C@H]1C([C@@H]1C=1C=NN(C1)C)(C)C)C=1C=NC=C(C1C)N)F